CC1(CC=C(CC1)C1=NC(=C2C(=N1)N(N=C2)C2=CC=C(C=C2)F)NC(=O)C=2SC(=CC2)[N+](=O)[O-])C N-(6-(4,4-dimethylcyclohex-1-en-1-yl)-1-(4-fluorophenyl)-1H-pyrazolo[3,4-d]pyrimidin-4-yl)-5-nitrothiophene-2-carboxamide